ClC1=CC(=C(C=C1Cl)NC(=O)N1[C@H]2CC[C@@H]1CC=1C=NN=CC12)F (5S,8R)-N-(4,5-dichloro-2-fluorophenyl)-6,7,8,9-tetrahydro-5H-5,8-epiminocyclohepta[d]pyridazine-10-carboxamide